4-((2-(2-(2,6-dioxopiperidin-3-yl)-1,3-dioxoisoindolin-5-yl)-2,9-Diazaspiro[5.5]undecan-9-yl)methyl)piperidine-1-carboxylate O=C1NC(CCC1N1C(C2=CC=C(C=C2C1=O)N1CC2(CCC1)CCN(CC2)CC2CCN(CC2)C(=O)[O-])=O)=O